The molecule is a member of the class of N-acetylneuraminic acids that is N-acetyl-9-O-acetyl-alpha-neuraminic acid in which the hydroxy group at position 2 (adjacent to the carboxy group) has been methylated to give the corresponding methoxy group. It is a member of N-acetylneuraminic acids, a cyclic acetal and an acetate ester. It derives from a N-acetyl-9-O-acetyl-alpha-neuraminic acid. CC(=O)N[C@@H]1[C@H](C[C@@](O[C@H]1[C@@H]([C@@H](COC(=O)C)O)O)(C(=O)O)OC)O